Leucine Isostearyl Ester Ethanesulfonate C(C)S(=O)(=O)O.C(CCCCCCCCCCCCCCC(C)C)OC([C@@H](N)CC(C)C)=O